(S)-N-((1H-pyrrolo[3,2-c]pyridin-2-yl)methyl)-2-(3-((1-(dibenzo[b,d]furan-2-yl)ethyl)amino)-6-(2-fluorophenyl)-2-oxopyrazin-1(2H)-yl)acetamide N1C(=CC=2C=NC=CC21)CNC(CN2C(C(=NC=C2C2=C(C=CC=C2)F)N[C@@H](C)C2=CC1=C(OC3=C1C=CC=C3)C=C2)=O)=O